Butyl-ethylphosphinat C(CCC)P([O-])(=O)CC